ClC1=CC(=C(N=N1)NC1=CC2=C(N(C=N2)C2=CC=C(C(=N2)N2N=C(C=C2C)C#N)C(C)O)C=C1)OC 1-[6-[5-[(6-chloro-4-methoxy-pyridazin-3-yl)amino]benzimidazol-1-yl]-3-(1-hydroxyethyl)-2-pyridyl]-5-methyl-pyrazole-3-carbonitrile